CN(C(=O)C=1C=NC=NC1)C N,N-dimethyl-pyrimidine-5-carboxamide